C(CCCC)OC(C(CP(=O)CCOCCCCC)C)=O 3-(pentyloxyethylphosphinyl)-2-methyl-propionic acid pentyl ester